CN1N=C(C=C1)C1=NC(=CC=C1C1CN(CC1)C(C=C)=O)N1CC(C(C1)(F)F)(F)F 1-(3-(2-(1-methyl-1H-pyrazol-3-yl)-6-(3,3,4,4-tetrafluoropyrrolidin-1-yl)pyridin-3-yl)pyrrolidin-1-yl)prop-2-en-1-one